3-cyano-4-(4-(dimethylamino)styryl)-5,5-dimethylfuran C(#N)C=1COC(C1C=CC1=CC=C(C=C1)N(C)C)(C)C